5-chloro-4-[3-isopropylpiperazin-1-yl]-2-(4-methylthiazol-5-yl)-1H-pyrimidin-6-one ClC1=C(N=C(NC1=O)C1=C(N=CS1)C)N1CC(NCC1)C(C)C